N-[[4-[5-amino-4-cyano-1-(4-pyridinyl)pyrazol-3-yl]phenyl]methyl]-2-methoxy-benzamide NC1=C(C(=NN1C1=CC=NC=C1)C1=CC=C(C=C1)CNC(C1=C(C=CC=C1)OC)=O)C#N